BrC=1C=C2C(=NN(C2=CC1)C1=CC(=C(C(=C1)OCOC)F)F)C(C)C 5-Bromo-1-(3,4-difluoro-5-(methoxymethoxy)phenyl)-3-isopropyl-1H-indazole